FC=1C=C2C=NN(C2=C(C1O)F)C1=CC=C(C=C1)C1CCN(CC1)C 5,7-Difluoro-1-(4-(1-methylpiperidin-4-yl)phenyl)-1H-indazol-6-ol